CC=1C=C2C=CN=C(C2=C(C1)C)N(C(C1=CN=C(C=C1)C=1SC(=NN1)CCCOC)=O)[C@H]1CNCCC1 (R)-N-(6,8-dimethylisoquinolin-1-yl)-6-(5-(3-methoxypropyl)-1,3,4-thiadiazol-2-yl)-N-(piperidin-3-yl)nicotinamide